4-[(1S,4R,5R)-5-[(tert-butyldiphenylsilyl)oxy]-3-oxo-2-azabicyclo[2.2.1]heptan-2-yl]-2-fluorobenzoic acid tert-butyl ester C(C)(C)(C)OC(C1=C(C=C(C=C1)N1[C@@H]2C[C@H]([C@H](C1=O)C2)O[Si](C2=CC=CC=C2)(C2=CC=CC=C2)C(C)(C)C)F)=O